FC(C1=C(C=NN1CCC(C)(O[Si](C)(C)C)C)C(CC1=NC=CC=N1)=O)F 1-(5-(Difluoromethyl)-1-(3-methyl-3-((trimethylsilyl)oxy)butyl)-1H-pyrazol-4-yl)-2-(pyrimidin-2-yl)ethan-1-one